FC(OC1=CC=C(C=C1)C1=CC(=C(C=C1)NCCS(=O)(=O)NC)C1=NN(C=C1)CC=1C=NC=CC1)F 2-((4'-(difluoromethoxy)-3-(1-(pyridin-3-ylmethyl)-1H-pyrazol-3-yl)-[1,1'-biphenyl]-4-yl)amino)-N-methylethane-1-sulfonamide